tert-butyl 4-((5-bromobenzo[d]thiazol-2-yl)methyl)piperidine-1-carboxylate BrC=1C=CC2=C(N=C(S2)CC2CCN(CC2)C(=O)OC(C)(C)C)C1